N-(3-(ethyl(2,2,2-trifluoroethyl)amino)propyl)N-methyl-2-(m-tolyl)benzo[d]imidazo[2,1-b]thiazole-7-carboxamide C(C)N(CCCN(C(=O)C1=CC2=C(N3C(S2)=NC(=C3)C=3C=C(C=CC3)C)C=C1)C)CC(F)(F)F